BrC=1C(=C(C=CC1)C(F)(F)C1=NC=CC=C1)F ((3-bromo-2-fluorophenyl)difluoromethyl)pyridine